CC(C)CCCC(CCCC(CCCCC)C)C 2,6,10,14-tetramethyl-tetradecane